[Cl-].C(CCCCCCCCCCC)[NH+](CC=C)C dodecyl-methyl-allyl-ammonium chloride